dioxopyrrolidin O=C1C(NCC1)=O